(R)-8-(5-((S)-2-Benzylpiperidin-1-yl)thiazol-2-yl)-9-oxooctahydro-2H-pyrazino[1,2-a]pyrazin C(C1=CC=CC=C1)[C@H]1N(CCCC1)C1=CN=C(S1)N1C([C@@H]2N(CCNC2)CC1)=O